6-(2,6-dichloro-4-nitro-phenoxy)-1-(1-methylcyclopropyl)benzimidazole ClC1=C(OC=2C=CC3=C(N(C=N3)C3(CC3)C)C2)C(=CC(=C1)[N+](=O)[O-])Cl